NC[C@@H](COCC1=CC=CC=C1)O (S)-1-amino-3-(benzyloxy)propan-2-ol